C(C)(C)(C)OC(=O)NC1=CC=CC(=N1)C1=C2C=CC(=NC2=CC=C1)C(=O)O 5-(6-((tert-butoxycarbonyl)amino)pyridin-2-yl)quinoline-2-carboxylic acid